(R)-(4-(Azetidin-1-yl)-2-methyl-5,7-dihydro-6H-pyrrolo[3,4-d]pyrimidin-6-yl)(1-(2,5-dichloropyridin-4-yl)pyrrolidin-3-yl)methanone N1(CCC1)C=1C2=C(N=C(N1)C)CN(C2)C(=O)[C@H]2CN(CC2)C2=CC(=NC=C2Cl)Cl